C1CCCCC1.P(=O)(O)(O)O phosphate-cyclohexane